4-[(6,7-dichloro-2,2-dioxo-4,9-dihydro-1H-pyrrolo[3,2-h][2,1,3]benzothiadiazin-3-yl)methyl]benzonitrile ClC=1C2=C(C3=C(CN(S(N3)(=O)=O)CC3=CC=C(C#N)C=C3)C1)NC=C2Cl